N1-(1-(3-chloro-2-fluorophenyl)propyl)-N1-propylethane-1,2-diamine hydrochloride Cl.ClC=1C(=C(C=CC1)C(CC)N(CCN)CCC)F